C1(CC1)COC=1N=CC(=NC1)NC([C@H](C)N1C[C@@H](C(CC1)(F)F)C1=CNC(C=C1)=O)=O (S)-N-(5-(cyclopropyl-methoxy)pyrazin-2-yl)-2-((S)-4,4-difluoro-3-(6-oxo-1,6-dihydropyridin-3-yl)piperidin-1-yl)propanamide